1-((2R,5S)-4-(6-chloro-1-(2,6-diethylphenyl)-7-(2-fluorophenyl)-2-methyl-2-oxido-1H-pyrido[2,3-d][1,3,2]diazaphosphinin-4-yl)-2,5-dimethylpiperazin-1-yl)prop-2-en-1-one ClC1=CC2=C(N(P(N=C2N2C[C@H](N(C[C@@H]2C)C(C=C)=O)C)(=O)C)C2=C(C=CC=C2CC)CC)N=C1C1=C(C=CC=C1)F